7-(bromomethyl-d2)-3-methyl-8-fluoro-1H-quinoxalin-2-one BrC(C1=CC=C2N=C(C(NC2=C1F)=O)C)([2H])[2H]